C[Si]1(CCC(CC1)NC(=O)C1=CC2=C(N=C(S2)C2=C(C=CC=C2)C)N1)C N-(1,1-Dimethylsilacyclohexan-4-yl)-2-(o-tolyl)-4H-pyrrolo[2,3-d]thiazole-5-carboxamide